C(C)(C)(C)OC(=O)N1C2CC(CC1CC2)C2=NC(=C(C=C2)N)N 3-(5,6-diaminopyridin-2-yl)-8-azabicyclo[3.2.1]octane-8-carboxylic acid tert-butyl ester